3-[2-[3-[guanidino]-benzoylamino]-acetylamino]-succinamic acid N(C(=N)N)C=1C=C(C(=O)NCC(=O)NC(CC(=O)O)C(=O)N)C=CC1